N,N-diglycidyl-benzamide C(C1CO1)N(C(C1=CC=CC=C1)=O)CC1CO1